C(CCCCCC)C=1C=C(C=C(O)C1)O 5-heptylresorcinol